C(C)(=O)C=1C=C(C=2N(N1)C(=CN2)C(C)C)NC2CCN(CC2)C[C@H]2CNCCO2 (R)-2-((4-((6-acetyl-3-isopropylimidazo[1,2-b]pyridazin-8-yl)amino)piperidin-1-yl)methyl)morpholine